C1(=CC=CC=C1)[B-](C1=CC=CC=C1)(C1=CC=CC=C1)C1=CC=CC=C1.C[NH+](CCCCCCCCCCCCCCCCCC)CCCCCCCCCCCCCCCCCC methylbis(octadecyl)ammonium tetraphenyl-borate